NCCNC[Si](OC)(OC)OC (β-aminoethyl)aminomethyltrimethoxysilane